FC1=CC(=C(OC=2C(=NC=NC2)N2CC3(CN(C3)CCC3CCC(CC3)NC(OC(C)(C)C)=O)C2)C=C1)C(N(C)C(C)C)=O tert-butyl ((1r,4r)-4-(2-(6-(5-(4-fluoro-2-(isopropyl(methyl)carbamoyl)phenoxy)pyrimidin-4-yl)-2,6-diazaspiro[3.3]heptan-2-yl)ethyl)cyclohexyl)carbamate